4-((3-Fluoro-6-methoxy-1H-pyrrolo[2,3-b]pyridin-5-yl)oxy)-6-(2-oxo-7-azaspiro[3.5]nonan-7-yl)nicotinic acid ethyl ester C(C)OC(C1=CN=C(C=C1OC=1C=C2C(=NC1OC)NC=C2F)N2CCC1(CC(C1)=O)CC2)=O